3-(4-fluorophenyl)-1-(cyclopropylmethyl)-2,4-dioxo-1,2,3,4-tetrahydropyrimidine-5-carboxamide FC1=CC=C(C=C1)N1C(N(C=C(C1=O)C(=O)N)CC1CC1)=O